N1CC(C1)N1C[C@@]2([C@@H](CN(CC2)C=2C(=NC(=CC2)OC)C(F)(F)F)CC)C=2C=CC(=NC2C1=O)C=1C(=NC=CC1)OCC |r| rac-(3'S,5S)-7-(azetidin-3-yl)-2-(2-ethoxypyridin-3-yl)-3'-ethyl-1'-[6-methoxy-2-(trifluoromethyl)pyridin-3-yl]spiro[6H-1,7-naphthyridine-5,4'-piperidine]-8-one